C12CN(CC(CC1)O2)C2=C(N=NC(=C2)N2CC1CCC(C2)O1)CN (4-(8-oxa-3-azabicyclo[3.2.1]octane-3-yl)-6-(8-oxa-3-azabicyclo[3.2.1]octane-3-yl)pyridazin-3-yl)methanamine